6-bromo-7-(4-fluorobenzyl)-3,3-dimethyl-2,3-dihydro-1H-pyrido[2,3-b][1,4]oxazine BrC=1C(=CC2=C(OC(CN2)(C)C)N1)CC1=CC=C(C=C1)F